CC([C@@H](C1=NC=CC=C1)NC(=O)C=1C=2C[C@@H]3[C@H](C2N(N1)C1=NC=C(C=C1)C#N)C3)(C)C (1aR,5aR)-2-(5-Cyano-pyridin-2-yl)-1a,2,5,5a-tetrahydro-1H-2,3-diaza-cyclopropa[a]pentalene-4-carboxylic acid ((S)-2,2-dimethyl-1-pyridin-2-yl-propyl)-amide